2-butyl-7-(cyclopent-1-en-1-yl)-1-(4-methoxybenzyl)-1H-imidazo[4,5-d]pyridazin-4-amine hydrochloride salt Cl.C(CCC)C1=NC=2C(=C(N=NC2N)C2=CCCC2)N1CC1=CC=C(C=C1)OC